FC(C1=CC=C(C=C1)C1=CC(=NC(=N1)C=1C=NN(C1)C)C(=O)N[C@@H](C)C1=CC(=C(C=C1)F)F)(F)F (S)-6-(4-trifluoromethylphenyl)-N-(1-(3,4-difluorophenyl)ethyl)-2-(1-methyl-1H-pyrazol-4-yl)pyrimidine-4-formamide